N-(((2S,5R)-5-((3-(4-(2,6-difluorophenoxy)-2-methylbenzoyl)-5-methoxy-1H-pyrrolo[2,3-b]pyridin-4-yl)amino)tetrahydro-2H-pyran-2-yl)methyl)acetamide FC1=C(OC2=CC(=C(C(=O)C3=CNC4=NC=C(C(=C43)N[C@@H]4CC[C@H](OC4)CNC(C)=O)OC)C=C2)C)C(=CC=C1)F